2,3-Dimethoxy-13-(2-(diethylamino)ethoxy)-[1,3]dioxolo[4',5':4,5]benzo[1,2-c]phenanthridine COC=1C=C2C(=NC=3C4=C(C=CC3C2=CC1OC)C=C1C(=C4)OCO1)OCCN(CC)CC